ClC1=C(C=C(C(=O)N)C=C1[N+](=O)[O-])OCCCOC1=C(C(=CC(=C1)C#N)[N+](=O)[O-])Cl 4-chloro-3-(3-(2-chloro-5-cyano-3-nitrophenoxy)propoxy)-5-nitrobenzamide